NC([C@H](C[C@H]1C(NCCC1)=O)NC([C@H](CC1CC1)NC(=O)C=1NC2=CC=CC(=C2C1)C(F)(F)F)=O)=O N-((S)-1-(((S)-1-amino-1-oxo-3-((S)-2-oxopiperidin-3-yl)propan-2-yl)amino)-3-cyclopropyl-1-oxopropan-2-yl)-4-(trifluoromethyl)-1H-indole-2-carboxamide